ethyl (Z)-3-fluoro-3-(4-methylpyrimidin-2-yl)acrylate F\C(=C/C(=O)OCC)\C1=NC=CC(=N1)C